(R)-N-((R)-1'-(4-cyano-6-methylpyrimidin-2-yl)-5,6-dihydrospiro[cyclopenta[b]pyridine-7,4'-piperidin]-6-yl)-2-methylpropane-2-sulfinamide C(#N)C1=NC(=NC(=C1)C)N1CCC2(CC1)[C@@H](CC=1C2=NC=CC1)N[S@](=O)C(C)(C)C